ClC1=C(C=C(C=C1)F)NC1=C(C=C(S1)C(=O)NC)NC(C1=CC(=CC(=C1)C(F)(F)F)F)=O 5-[(2-chloro-5-fluorophenyl)amino]-4-[3-fluoro-5-(trifluoromethyl)benzoylamino]-N-methylthiophene-2-carboxamide